4'-[(1,4'-Dimethyl-2'-propyl-[2,6'-bi-1H-benzimidazol]-1'-yl)methyl][1,1'-biphenyl]-2-carboxylic acid CN1C(=NC2=C1C=CC=C2)C=2C=C(C1=C(N(C(=N1)CCC)CC1=CC=C(C=C1)C=1C(=CC=CC1)C(=O)O)C2)C